5-(3-methoxy-2,6-dimethyl-phenyl)-2,3-dimethyl-pyrrolo[2,3-b]pyrazine-7-carboxamide COC=1C(=C(C(=CC1)C)N1C=C(C=2C1=NC(=C(N2)C)C)C(=O)N)C